tetrafluoro-quinoline FC1=C2C(=C(C(=NC2=CC=C1)F)F)F